isononyl(2-propylheptyl)cyclohexane C(CCCCCC(C)C)C1(CCCCC1)CC(CCCCC)CCC